2-(((cyclobutylsulfinyl)methyl)thio)-6-(1-cyclopropyl-1H-pyrazol-5-yl)-4-(pyrimidin-5-yl)nicotinonitrile C1(CCC1)S(=O)CSC1=C(C#N)C(=CC(=N1)C1=CC=NN1C1CC1)C=1C=NC=NC1